N=1NN=NC1C1=CC=C(C=N1)CN1CCC(=CC1)C1=NC(=CC=C1)OCC1=C(C=C(C=C1)Cl)Cl 1'-((6-(2H-Tetrazol-5-yl)pyridin-3-yl)methyl)-6-((2,4-dichlorobenzyl)oxy)-1',2',3',6'-tetrahydro-2,4'-bipyridine